C1(CCCC1)C1=NC2=NC=NC(=C2N1)C(=O)NCC1=CC(=CC(=C1)C1=CN(C=C1)C1=CC=C(C=C1)F)F 8-Cyclopentyl-N-(3-fluoro-5-(1-(4-fluorophenyl)-1H-pyrrol-3-yl)benzyl)-7H-purine-6-carboxamide